perfluoro(2,4-dimethyl-1,3-dioxolan-2-yl)carboxylic acid sodium salt [Na+].FC1(OC(OC1(F)F)(C(F)(F)F)C(=O)[O-])C(F)(F)F